2-(2-methoxyphenyl)-N-[4-(2-oxo-2,3-dihydro-1H-naphtho[1,2-e][1,4]diazepin-5-yl)phenyl]Acetamide COC1=C(C=CC=C1)CC(=O)NC1=CC=C(C=C1)C=1C2=C(NC(CN1)=O)C1=CC=CC=C1C=C2